O(C1CC2C(OC(C2CC1)=O)=O)C1CC2C(OC(C2CC1)=O)=O 5,5'-oxybis(hexahydro-1,3-isobenzofurandione)